CO[C@@H](CNC1=C(C=C(C=C1)C1=NNC(OC1)=O)C(F)(F)F)C |r| (rac)-5-{4-[(2-methoxypropyl)amino]-3-(trifluoromethyl)phenyl}-3,6-dihydro-2H-1,3,4-oxadiazin-2-one